C1(CC1)N1N=CC(=C1)[C@H]1CN(C[C@H](O1)C)C1=NC(=C2C(=N1)N(N=C2)C2OCCCC2)C2=C(C=C(C=C2)F)F |r| rac-(2S,6R)-2-(1-cyclopropylpyrazol-4-yl)-4-[4-(2,4-difluorophenyl)-1-tetrahydropyran-2-yl-pyrazolo[3,4-d]pyrimidin-6-yl]-6-methyl-morpholine